N-(3-(3-chlorophenyl)-1H-pyrazol-4-yl)pyrazolo[1,5-a]pyrimidine-3-carboxamide ClC=1C=C(C=CC1)C1=NNC=C1NC(=O)C=1C=NN2C1N=CC=C2